methyl 6-(benzyloxy)-9-(pyridin-2-yl)-[1,2,4]triazolo[5,1-a]isoquinoline-5-carboxylate C(C1=CC=CC=C1)OC1=C(N2C(C3=CC(=CC=C13)C1=NC=CC=C1)=NC=N2)C(=O)OC